C(C)(=O)N1[C@@H](C[C@H](C1)F)C(=O)N[C@H](C1=CC=C(C=C1)C(C)C)C1=C(C=CC=C1)N |o1:12| (2S,4R)-1-acetyl-N-[(R) or (S)-(2-aminophenyl)[4-(propan-2-yl)phenyl]methyl]-4-fluoropyrrolidine-2-carboxamide